N1=CNC2=NC=CC(=C21)C=2C=NN(C2)C2=CC=C(C=N2)C(C(F)(F)F)NC(=O)NC2CC2 1-(1-(6-(4-(3H-imidazo[4,5-b]pyridin-7-yl)-1H-Pyrazol-1-yl)pyridin-3-yl)-2,2,2-trifluoroethyl)-3-cyclopropylurea